(2S)-2-methylazetidinium [(1R,4S)-7,7-dimethyl-2-oxobicyclo[2.2.1]hept-1-yl]methanesulfonate CC1([C@]2(C(C[C@@H]1CC2)=O)CS(=O)(=O)[O-])C.C[C@@H]2[NH2+]CC2